C(#CCCCCCC)C1=CC(=NC=C1)NC(P(O)(O)=O)P(O)(O)=O (((4-(Oct-1-yn-1-yl)pyridin-2-yl)amino)methylene)bisphosphonic acid